FC1=C2NC(C=3N(C2=CC=C1CN1CC2=NN(C(=C2C1)C)C=1C=CC(=NC1)C(=O)NC)N=CC3C)=O 5-(5-((6-fluoro-3-methyl-4-oxo-4,5-dihydropyrazolo[1,5-a]quinoxalin-7-yl)methyl)-3-methyl-5,6-dihydropyrrolo[3,4-c]pyrazol-2(4H)-yl)-N-methylpicolinamide